CN1N=CC2=C(C=CC(=C12)CC#N)NC1=NC=C(C(=N1)NC)C(F)(F)F 2-(1-methyl-4-((4-(methylamino)-5-(trifluoromethyl)pyrimidin-2-yl)amino)-1H-indazol-7-yl)acetonitrile